2,2-Difluoro-3-((1S,3R)-1-(2-(((S)-1-(3-fluoropropyl)piperidin-3-yl)oxy)thiazol-5-yl)-3-methyl-1,3,4,9-tetrahydro-2H-pyrido[3,4-b]indol-2-yl)propan-1-ol FC(CO)(CN1[C@@H](C=2NC3=CC=CC=C3C2C[C@H]1C)C1=CN=C(S1)O[C@@H]1CN(CCC1)CCCF)F